C(C)(=O)OC1(COC1)C1=CC(=C(C=C1)CN1N=C(C=2N=C(N=C(C21)NCCCC)NC(=O)OC)Br)OC 3-(4-((3-bromo-7-(butylamino)-5-((methoxycarbonyl)amino)-1H-pyrazolo[4,3-d]pyrimidin-1-yl)methyl)-3-methoxyphenyl)oxetan-3-yl acetate